C(C1=CC=CC=C1)N(C[C@H](CO)F)CC1=CC=CC=C1 (R)-3-(dibenzylamino)-2-fluoropropan-1-ol